2-(7-(2,3-dichlorophenyl)-2-(ethylthio)pyrazolo[1,5-a]pyrimidin-3-yl)-3-methyl-6-(trifluoromethyl)-3H-imidazo[4,5-b]pyridine ClC1=C(C=CC=C1Cl)C1=CC=NC=2N1N=C(C2C2=NC=1C(=NC=C(C1)C(F)(F)F)N2C)SCC